N-(5-chloro-2-methyl-6-(2H-1,2,3-triazol-2-yl)pyridin-3-yl)-1-(8-fluoroisoquinolin-4-yl)-5-(trifluoromethyl)-1H-pyrazole-4-carboxamide ClC=1C=C(C(=NC1N1N=CC=N1)C)NC(=O)C=1C=NN(C1C(F)(F)F)C1=CN=CC2=C(C=CC=C12)F